FC1([C@@H](CN2C(N(CC[C@@H]21)C2=NOC1=C2C(=CC=C1)C1=CC=C(C=C1)F)=O)NS(=O)(=O)C)F N-{(4aR,6R)-5,5-difluoro-2-[4-(4-fluorophenyl)-1,2-benzoxazol-3-yl]-1-oxooctahydropyrrolo[1,2-c]pyrimidin-6-yl}methanesulfonamide